2-((3-fluoro-5-methylphenyl)amino)-5-(phenylamino)nicotinamide FC=1C=C(C=C(C1)C)NC1=C(C(=O)N)C=C(C=N1)NC1=CC=CC=C1